trans-(S)-1-phenylethyl 2-aminospiro[3.3]heptane-6-carboxylate NC1CC2(C1)CC(C2)C(=O)O[C@@H](C)C2=CC=CC=C2